BrC=1C=C2C(CCC(C2=CC1)O)(C)C 6-bromo-4,4-dimethyl-1,2,3,4-tetrahydronaphthalen-1-ol